N-(4-ethylphenyl)-4-methyl-5-(quinolin-5-yl)nicotinamide formate C(=O)O.C(C)C1=CC=C(C=C1)NC(C1=CN=CC(=C1C)C1=C2C=CC=NC2=CC=C1)=O